sulfur indium magnesium [Mg].[In].[S]